(R)-1-(1-(6,7-difluoro-1-oxo-1,2-dihydroisoquinolin-4-yl)ethyl)-1-methyl-3-(3-chloro-4-fluorobenzyl)urea FC=1C=C2C(=CNC(C2=CC1F)=O)[C@@H](C)N(C(=O)NCC1=CC(=C(C=C1)F)Cl)C